CNC[C@H](C)NC(OC(C)(C)C)=O tert-butyl (S)-[1-(methylamino)propan-2-yl]carbamate